2-methoxy-5-[[2-[(2R,5R)-5-methyl-2-phenyl-1-piperidyl]-2-oxo-acetyl]amino]pyridine-3-carboxamide COC1=NC=C(C=C1C(=O)N)NC(C(=O)N1[C@H](CC[C@H](C1)C)C1=CC=CC=C1)=O